4-Chloro-N-phenyl-2-(trifluoromethyl)nicotinamide ClC1=CC=NC(=C1C(=O)NC1=CC=CC=C1)C(F)(F)F